CNC(=O)C=1C=NC(=CC1)NC1=NN2C(C=C(C=C2)C=2N(N=CC2OC[C@@H]2N(CC2)C)C)=C1 N-methyl-6-[[5-[2-methyl-4-[[(2R)-1-methylazetidin-2-yl]methoxy]pyrazol-3-yl]pyrazolo[1,5-a]pyridin-2-yl]amino]pyridine-3-carboxamide